8-[6-(1H-imidazol-1-yl)pyrazin-2-yl]-2-[6-(trifluoromethyl)pyridin-3-yl]-2,8-diazaspiro[4.5]decane N1(C=NC=C1)C1=CN=CC(=N1)N1CCC2(CCN(C2)C=2C=NC(=CC2)C(F)(F)F)CC1